C1(=CC=CC=C1)C=1C=CC=2N(C3=CC=C(C=C3C2C1)C1=CC=CC=C1)C=1C(=C(C(=NC1N1C2=C(C=3C=CC=CC13)C=NC=C2)N2C1=C(C=3C=CC=CC23)C=NC=C1)N1C2=C(C=3C=CC=CC13)C=NC=C2)C2=C(C=CC=C2)C 5,5',5''-(5-(3,6-diphenyl-9H-carbazol-9-yl)-4-(o-tolyl)pyridine-2,3,6-triyl)tris(5H-pyrido[4,3-b]indole)